1-(2-((2-((3-chloro-2-fluorobenzyl)amino)-2-oxoethyl)((trans)-3-hydroxy-3-(cis)-methylcyclobutyl)amino)-2-oxoethyl)-1H-indazole-3-carboxamide ClC=1C(=C(CNC(CN(C(CN2N=C(C3=CC=CC=C23)C(=O)N)=O)C2CC(C2)(C)O)=O)C=CC1)F